C1(=C2N(C=N1)CCC2)CC(=O)[O-] (6,7-dihydro-5H-pyrrolo[1,2-c]imidazol-1-yl)acetate